Bis(tert-pentylamino)dimethylsilan C(C)(C)(CC)N[Si](C)(C)NC(C)(C)CC